N-methylanilino-propyltrimethoxysilane CN(C1=CC=CC=C1)CO[Si](OC)(OC)CCC